tetrafluoropentyl acrylate C(C=C)(=O)OC(CCCC(F)(F)F)F